BrCN1CCC(CC1)(F)F 1-(bromomethyl)-4,4-difluoropiperidine